1-((1S,4S)-4-(sec-Butylamino)cyclohexyl)-6-methyl-5-(8-methyl-[1,2,4]triazolo[1,5-a]pyridin-6-yl)-1,3-dihydro-2H-benzo[d]imidazol-2-on C(C)(CC)NC1CCC(CC1)N1C(NC2=C1C=C(C(=C2)C=2C=C(C=1N(C2)N=CN1)C)C)=O